3-(3-benzyl-oxypropoxy)propan-1-ol C(C1=CC=CC=C1)OCCCOCCCO